ClC1=C(C=NN(C1=O)C1CCN(CC1)S(=O)(=O)N(C(F)F)C1=C(C=C(C=C1)C#N)F)NC[C@H]1COCCS1(=O)=O (S)-4-(5-chloro-4-(((4,4-dioxido-1,4-oxathian-3-yl)methyl)amino)-6-oxopyridazin-1(6H)-yl)-N-(4-cyano-2-fluorophenyl)-N-(difluoromethyl)piperidine-1-sulfonamide